OC1=C(N(C=CC1=O)CCNC(C(=C)C)=O)C 3-hydroxy-1-(β-methacrylamidoethyl)-2-methyl-4(1H)-pyridinone